C(CCC)O[Zr] mono-n-butoxyzirconium